2-amino-7-cyano-5-methyl-1-(5-methyl-1H-indazol-4-yl)-1H-pyrrolo[2,3-c]pyridine-3-carboxylic acid NC1=C(C=2C(=C(N=C(C2)C)C#N)N1C1=C2C=NNC2=CC=C1C)C(=O)O